NOC[C@H](C)NC1=C(C(N(N=C1)COCC[Si](C)(C)C)=O)Br (S)-5-((1-(aminooxy)propan-2-yl)amino)-4-bromo-2-((2-(Trimethylsilyl)ethoxy)methyl)pyridazin-3(2H)-one